2-(2-naphthyl)-2-methyl-4-hydroxy-5-amino-3(2H)-furanone C1=C(C=CC2=CC=CC=C12)C1(OC(=C(C1=O)O)N)C